BrC1=NC(=CC(=C1)C(=O)O)Br.FC1=C(OC2=C(C=C(C=C2)N)N)C(=C(C=C1F)F)F 4-(2,3,5,6-tetrafluorophenoxy)-1,3-diaminoBenzene 2,6-dibromopyridine-4-carboxylate